1-((2R,4S)-4-(4-amino-5-((3,5-dimethoxyphenyl)ethynyl)pyrrolo[2,1-f][1,2,4]triazin-7-yl)-2-(methoxymethyl)pyrrolidin-1-yl)prop-2-en-1-one NC1=NC=NN2C1=C(C=C2[C@H]2C[C@@H](N(C2)C(C=C)=O)COC)C#CC2=CC(=CC(=C2)OC)OC